FC(C=1N=C2N(N=C(C(=C2C)C)N2CC=3C=C(C=NC3CC2)C=2C=NC=C(C2)OC)C(C1)=O)F 2-(difluoromethyl)-7-(3-(5-methoxypyridin-3-yl)-7,8-dihydro-1,6-naphthyridin-6(5H)-yl)-8,9-dimethyl-4H-pyrimido[1,2-b]pyridazin-4-one